FC=1C=C(C=C(C1)F)C1=CC(=CC=C1)C[C@@H]1N(CC[C@@H]1NS(=O)(=O)CC)C(=O)N1OCCC1 N-[(2S,3S)-2-[(3',5'-difluoro[1,1'-biphenyl]-3-yl)methyl]-1-(1,2-oxazolidine-2-carbonyl)pyrrolidin-3-yl]ethanesulfonamide